methyl 4-(4-butyl-2-methyl-anilino)-4-oxo-butanoate C(CCC)C1=CC(=C(NC(CCC(=O)OC)=O)C=C1)C